N1=C(C=CC=C1)C[C@H](N)C(=O)O 3-(2-pyridyl)-alanine